4-chloro-3-fluorobenzamide ClC1=C(C=C(C(=O)N)C=C1)F